2-butoxy-7-(2-fluoro-4-(pyrrolidin-1-ylmethyl)benzyl)imidazo[2,1-f][1,2,4]triazin-4-amine C(CCC)OC1=NN2C(C(=N1)N)=NC=C2CC2=C(C=C(C=C2)CN2CCCC2)F